FC(C(=O)O)(F)F.C(C#C)NC(=O)C1CNC1 N-(prop-2-yn-1-yl)azetidine-3-carboxamide trifluoroacetate